BrC1=NC(=C(C2=CC=CC=C12)Br)[C@H](CC1=CC(=CC(=C1)F)F)N[S@@](=O)C(C)(C)C (S)-N-((S)-1-(1,4-dibromoisoquinolin-3-yl)-2-(3,5-difluorophenyl)ethyl)-2-methylpropan-2-sulfinamide